CN1C(CCC2=CC(=CC=C12)C=1C=C(C=NC1)CNS(=O)(=O)C1CC1)=O Cyclopropanesulfonic acid [5-(1-methyl-2-oxo-1,2,3,4-tetrahydro-quinolin-6-yl)-pyridin-3-ylmethyl]-amide